C(C)(C)(C)OC(=O)N1CCN(CC1)C=1C=C(C(=O)O)C(=CN1)C(F)(F)F 2-(4-(t-butoxycarbonyl)piperazin-1-yl)-5-(trifluoromethyl)isonicotinic acid